1-amino-6-((cis)-2-fluorocyclopropanecarboxamido)-2,7-naphthyridine NC1=NC=CC2=CC(=NC=C12)NC(=O)[C@H]1[C@H](C1)F